FC1(CCOCC1)CNC1=C(C=C(C=C1)S(=O)(=O)NC(C1=C(C=CC=C1)N1C=2C=C3C(=NC2C(C=C1)=O)NC=C3)=O)[N+](=O)[O-] N-((4-(((4-fluorotetrahydro-2H-pyran-4-yl)methyl)amino)-3-nitrophenyl)sulfonyl)-2-(4-oxo-4,6-dihydro-1H-pyrrolo[2,3-b][1,5]naphthyridin-1-yl)benzamide